FC=1C=C(C=C(C1CN1CCNC=2C=NC=3N=C(C=CC3C21)OC)F)S(=O)(=O)N 3,5-difluoro-4-((8-methoxy-3,4-dihydropyrazino[2,3-c][1,8]naphthyridin-1(2H)-yl)methyl)benzenesulfonamide